Cl.Cl.Cl.Cl.NC1=C(C=CC(=C1)N)C1=CC(=C(N)C=C1)N 2,3'-diaminobenzidine tetrahydrochloride